monostyryl ether C(=CC1=CC=CC=C1)OC=CC1=CC=CC=C1